6-(1-(fluoromethyl)cyclopropyl)-4-hydroxy-2-methylpyrido[4,3-d]pyrimidine FCC1(CC1)N1CC2=C(N=C(N=C2O)C)C=C1